C/N=C(\C)/C\C(\C)=N\C (2E,4E)-N2,N4-dimethylpentane-2,4-diimine